COC1=C(C(=O)N[C@H]2C[C@H](CCC2)NC2=CC(=NC3=CC(=CC=C23)C)C(F)(F)F)C=CC=C1 methoxy-N-[(1R,3S)-3-[[7-methyl-2-(trifluoromethyl)-4-quinolinyl]amino]cyclohexyl]benzamide